FC(C(C(F)(F)F)OC(=O)N1CCC2(CC2C(=O)NC=2C=CC(=NC2)OCC(=O)O)CC1)(F)F (+)-2-((5-(6-(((1,1,1,3,3,3-hexafluoropropan-2-yl)oxy)carbonyl)-6-azaspiro[2.5]octane-1-carboxamido)pyridin-2-yl)oxy)acetic acid